2-imidazo(1,5-a)pyridin-3-ylethanol C=1N=C(N2C1C=CC=C2)CCO